NC=1C=C2CCCOC2=CC1 6-amino-chroman